C(C)(=O)N1CCN(CC1)CCNC1=C(C=C2C(=NC=NC2=C1)OC=1C=C(C(=O)NC2=CC(=CC=C2)C(F)(F)F)C=CC1C)OC 3-(7-(2-(4-acetylpiperazin-1-yl)ethylamino)-6-methoxyquinazolin-4-yloxy)-4-methyl-N-(3-(trifluoromethyl)phenyl)benzamide